2-bromo-1-(3-fluorophenyl)ethane-1-one BrCC(=O)C1=CC(=CC=C1)F